Cl.N[C@@H](C(=O)N1[C@@H](C[C@H](C1)N=[N+]=[N-])C(=O)OC)CC1CCCCC1 methyl (2S,4R)-1-((R)-2-amino-3-cyclohexylpropanoyl)-4-azidopyrrolidine-2-carboxylate hydrochloride